1H-pyrazole-3,5-dicarbonyl dichloride N1N=C(C=C1C(=O)Cl)C(=O)Cl